C(C)(C)(C)C1=CC(=C(N)C=C1)C 4-(tert-butyl)-2-methylaniline